2-(2,4,6-trimethylphenyl)-6-(diisopropylphosphinomethyl)pyridine tert-butyl-(R)-4-(4-(ethylsulfonyl)phenyl)-1,2,3-oxathiazolidine-3-carboxylate C(C)(C)(C)OC(=O)N1SOC[C@H]1C1=CC=C(C=C1)S(=O)(=O)CC.CC1=C(C(=CC(=C1)C)C)C1=NC(=CC=C1)CP(C(C)C)C(C)C